1-{[2-(hydroxymethyl)-1H-imidazol-1-yl]methyl}-4-propylpyrrolidin-2-one OCC=1N(C=CN1)CN1C(CC(C1)CCC)=O